Propen oxid C1C(C)O1